3-(4-(4-((((R)-1-(2-chloropyridin-3-yl)ethoxy)carbonyl)amino)-3-methylisoxazol-5-yl)phenoxy)cyclohexane-1-carboxylic acid ClC1=NC=CC=C1[C@@H](C)OC(=O)NC=1C(=NOC1C1=CC=C(OC2CC(CCC2)C(=O)O)C=C1)C